4-(6-Methylthiopyrimidin-4-yl)-1H-pyrazole-3,5-diamine CSC1=CC(=NC=N1)C=1C(=NNC1N)N